tert-butyl 3-(2-(2-(2-(tosyloxy)ethoxy)ethoxy)ethoxy)propanoate S(=O)(=O)(C1=CC=C(C)C=C1)OCCOCCOCCOCCC(=O)OC(C)(C)C